BrC1=C(C=NNC1=O)N1CC2(CN(C2)C(=O)OC(C)(C)C)C1 Tert-Butyl 6-(5-bromo-6-oxo-1,6-dihydropyridazin-4-yl)-2,6-diazaspiro[3.3]heptane-2-carboxylate